2,5-dioxopyrrolidin-1-yl (Z)-2-(4-((6-chloro-7-methyl-1H-indol-3-yl)methylene)-2,5-dioxoimidazolidin-1-yl)-2-(3,4-difluorophenyl)acetate ClC1=CC=C2C(=CNC2=C1C)\C=C\1/NC(N(C1=O)C(C(=O)ON1C(CCC1=O)=O)C1=CC(=C(C=C1)F)F)=O